[F-].C(C)[N+](CC)(CC)CC Tetraethylammonium fluoride